N-(Adamantan-1-yl)-6-chloropyrazin-2-amine C12(CC3CC(CC(C1)C3)C2)NC2=NC(=CN=C2)Cl